[Ni](Cl)Cl.C1(=CC=CC=C1)P(C1=CC=CC=C1)C1=CC=CC=C1.C1(=CC=CC=C1)P(C1=CC=CC=C1)C1=CC=CC=C1.C1(=CC=CC=C1)P(C1=CC=CC=C1)C1=CC=CC=C1 tri(triphenylphosphine) nickel chloride